NC1=NC=C(C2=C1C=NN2)NC(C(=O)N2[C@H](CC[C@@H](C2)C)C2=CC(=CC=C2)OC)=O N-(4-amino-1H-pyrazolo[4,3-c]pyridin-7-yl)-2-((2R,5S)-2-(3-methoxyphenyl)-5-methylpiperidin-1-yl)-2-oxoacetamide